C1OCC2C1CN(C2)C=2C=C(CN1CCCC13CCN(CC3)C(=O)OC(C(F)(F)F)C(F)(F)F)C=C(C2)C(F)(F)F 1,1,1,3,3,3-Hexafluoropropan-2-yl 1-(3-(tetrahydro-1H-furo[3,4-c]pyrrol-5(3H)-yl)-5-(trifluoromethyl) benzyl)-1,8-diazaspiro[4.5]decane-8-carboxylate